Seryl-alanyl-alanine N[C@@H](CO)C(=O)N[C@@H](C)C(=O)N[C@@H](C)C(=O)O